5-amino-1-tert-butyl-N-[3-(7-{[(3S,4R)-3-fluoropiperidin-4-yl]amino}-3-(2,2,2-trifluoroethyl)pyrazolo[1,5-a]pyridin-2-yl)prop-2-yn-1-yl]-1H-pyrazole-4-carboxamide NC1=C(C=NN1C(C)(C)C)C(=O)NCC#CC1=NN2C(C=CC=C2N[C@H]2[C@H](CNCC2)F)=C1CC(F)(F)F